N-(4-(2-methyl-4-oxopyrido[3,4-d]pyrimidin-3(4H)-yl)phenyl)-2-(3,4,5-trimethoxyphenyl)acetamide CC=1N(C(C2=C(N1)C=NC=C2)=O)C2=CC=C(C=C2)NC(CC2=CC(=C(C(=C2)OC)OC)OC)=O